BrC1=CC=C2C(=NNC2=C1)C(F)F 6-Bromo-3-(difluoromethyl)-1H-indazole